(8S,11R,13S,14S,17S)-11-(4-(dimethylamino)phenyl)-17-hydroxy-13-methyl-17-(prop-1-ynyl)-6,7,8,11,12,13,14,15,16,17-decahydro-1H-cyclopenta[a]phenanthren-3(2H)-one CN(C1=CC=C(C=C1)[C@H]1C[C@@]2([C@@](CC[C@H]2[C@@H]2CCC3=CC(CCC3=C12)=O)(C#CC)O)C)C